BrC1=C(C=CC(=C1)S(=O)(=O)C)O 2-bromo-4-(methylsulfonyl)phenol